7-(1-methyl-1H-pyrazol-4-yl)-3-piperazin-1-ylimidazo[1,2-b]pyridazine hydrochloride Cl.CN1N=CC(=C1)C1=CC=2N(N=C1)C(=CN2)N2CCNCC2